N1=CN=CC2=C1C=CC=N2 pyrido[2,3]Pyrimidine